1-(3,5,5,6,8,8-hexamethyl-5,6,7,8-tetrahydro-2-naphthalenyl)ethan-1-one CC=1C(=CC=2C(CC(C(C2C1)(C)C)C)(C)C)C(C)=O